4-(methyl((2-oxo-4-(o-tolyl)-2H-chromen-7-yl)methyl)carbamoyl)cyclohexane-1-carboxylic acid CN(C(=O)C1CCC(CC1)C(=O)O)CC1=CC=C2C(=CC(OC2=C1)=O)C1=C(C=CC=C1)C